(2,4-cyclopentadien-1-yl)((1-methylethyl)benzene) C1(C=CC=C1)C1=C(C=CC=C1)C(C)C